N-[[6-[(1-Methylindol-5-yl)amino]-2-pyridyl]sulfonyl]-2-(2,2,4-trimethylpyrrolidin-1-yl)pyridin-3-carboxamid CN1C=CC2=CC(=CC=C12)NC1=CC=CC(=N1)S(=O)(=O)NC(=O)C=1C(=NC=CC1)N1C(CC(C1)C)(C)C